1-(5-(difluoromethoxy)-3-fluoropyridin-2-yl)-3-(oxetan-3-yl)-4-(4-(trifluoromethyl)benzyl)piperazine-2,5-dione FC(OC=1C=C(C(=NC1)N1C(C(N(C(C1)=O)CC1=CC=C(C=C1)C(F)(F)F)C1COC1)=O)F)F